C(C)(C)(C)[Si](C1=CC=CC=C1)(C1=CC=CC=C1)OCCC(C)OC1=CC(=CC(=C1)[N+](=O)[O-])CS(=O)C tert-butyl-[3-[3-(methylsulfinylmethyl)-5-nitro-phenoxy]butoxy]-diphenyl-silane